N1=CSC=2CN(CCC21)C2=NC=CC=1C2=NSN1 4-(6,7-dihydrothiazolo[5,4-c]pyridin-5(4H)-yl)-[1,2,5]thiadiazolo[3,4-c]pyridine